(R)-S-(2-(2-methyl-6-morpholino-5-(pyrazolo[1,5-a]pyrimidine-3-carboxamido)-2,3-dihydrobenzofuran-2-yl)ethyl) ethanethioate C(C)(SCC[C@@]1(OC2=C(C1)C=C(C(=C2)N2CCOCC2)NC(=O)C=2C=NN1C2N=CC=C1)C)=O